(3,1-biphenyl)-4-carbonylpiperidine C1=CC(=C(C=C1)C(=O)N1CCCCC1)C1=CC=CC=C1